4-bromo-5-(2,6-dimethylphenoxy)-1-(2,2,2-trifluoroethyl)pyridin-2(1H)-one BrC1=CC(N(C=C1OC1=C(C=CC=C1C)C)CC(F)(F)F)=O